(3R,4S)-4-{[5-chloro-6-cyano-7-(1-ethylcyclobutyl)pyrrolo[2,1-f][1,2,4]triazin-2-yl]amino}piperidin-3-yl acetate hydrochloride Cl.C(C)(=O)O[C@@H]1CNCC[C@@H]1NC1=NN2C(C=N1)=C(C(=C2C2(CCC2)CC)C#N)Cl